5-(difluoromethyl)-2-methylpyridine-3-carboxylic acid FC(C=1C=C(C(=NC1)C)C(=O)O)F